FC1=C(C=C(C(=C1)S(=O)(=N)C)F)C1=CC=C(N=N1)NC1C[C@@H]2[C@@H](CN(C2)C(=O)OC(C)(C)C)C1 tert-butyl (3aR,5s,6aS)-5-((6-(2,5-difluoro-4-(S-methylsulfonimidoyl)phenyl)pyridazin-3-yl)amino)hexahydrocyclopenta[c]pyrrole-2(1H)-carboxylate